4-bromo-2,6-dimethylfluorobenzene CC1=CC(=CC(=C1F)C)Br